3-ethynyl-1-(4-nitrophenyl)azetidine C(#C)C1CN(C1)C1=CC=C(C=C1)[N+](=O)[O-]